C(C)(=O)N1CCN(CC1)[C@@H]1C[C@@H](CCC1)N1C=CC2=C(C=CC(=C12)C)F N-((1R,3S)-3-(4-acetylpiperazin-1-yl)cyclohexyl)-4-fluoro-7-methyl-1H-indole